3-[5-(1-methylpyrrolidin-3-yl)-2-oxo-benzo[cd]indol-1-yl]piperidine-2,6-dione CN1CC(CC1)C=1C=CC=2C(N(C3=CC=CC1C23)C2C(NC(CC2)=O)=O)=O